6-(((tert-butyldiphenylsilyl)oxy)methyl)-5,6-dihydroimidazo[1,2-a]pyrazine-2-carbaldehyde [Si](C1=CC=CC=C1)(C1=CC=CC=C1)(C(C)(C)C)OCC1N=CC=2N(C1)C=C(N2)C=O